(R)-4-(4-(2,5-dimethyl-1H-pyrrole-1-yl)-7-(1H-pyrazole-5-yl)imidazo[1,5-b]Pyridazin-2-yl)-3-methylmorpholine CC=1N(C(=CC1)C)C=1C=2N(N=C(C1)N1[C@@H](COCC1)C)C(=NC2)C2=CC=NN2